2-acryloyl-10-chloro-7-((2-isopropylphenyl)amino)-9-(5-methyl-1H-indazol-4-yl)-1,2,3,4,12,12a-hexahydro-6H-benzo[f]pyrazino[2,1-c][1,4]oxazepin-6-one C(C=C)(=O)N1CC2COC3=C(C(N2CC1)=O)C(=CC(=C3Cl)C3=C1C=NNC1=CC=C3C)NC3=C(C=CC=C3)C(C)C